C(#N)C1=CC(=C(COC=2C=C3CCN(CC3=CC2)CC2=NC3=C(N2C[C@H]2OCC2)C=C(C=C3)C(=O)O)C=C1)F (S)-2-((6-((4-cyano-2-fluorobenzyl)oxy)-3,4-dihydroisoquinolin-2(1H)-yl)methyl)-1-((oxetan-2-yl)methyl)-1H-benzo[d]imidazole-6-carboxylic acid